FC1(C(C=2C(=NNC2C(F)(F)F)C1)O)F 5,5-difluoro-3-(trifluoromethyl)-4,6-dihydro-cyclopenta[c]pyrazol-4-ol